7-chloro-1H-3,1-benzoxazine-2,4-dione ClC1=CC2=C(C(OC(N2)=O)=O)C=C1